potassium cyanogen gold [Au].N#CC#N.[K]